N-(3-(fluoromethyl)phenyl)-N-methyl-[1,2,4]triazolo[4,3-a]quinazolin-5-amine FCC=1C=C(C=CC1)N(C1=NC=2N(C3=CC=CC=C13)C=NN2)C